FC1(CN(CCC1)C(=O)OC(C)(C)C)COS(=O)(=O)C tert-butyl 3-fluoro-3-(((methylsulfonyl)oxy)methyl)piperidine-1-carboxylate